NC1=NN2C(C(N1CC1=NC(=NO1)[C@@H]1CO[C@H](C1)C1=CC=C(C=C1)Cl)=O)=C(C=N2)C 2-amino-3-((3-((3R,5R)-5-(4-chlorophenyl)tetrahydro-furan-3-yl)-1,2,4-oxadiazol-5-yl)methyl)-5-methylpyrazolo[5,1-f][1,2,4]triazin-4(3H)-one